(9Z,9'Z,12Z,12'Z)-((5-((dimethylamino)methyl)-1,3-phenylene)bis(oxy))bis(octane-8,1-diyl)bis(octadeca-9,12-dienoate) CN(C)CC=1C=C(C=C(C1)OCCCCCCCCCCCCC\C=C/C\C=C/CCCCCCCC(=O)[O-])OCCCCCCCCCCCCC\C=C/C\C=C/CCCCCCCC(=O)[O-]